N1(N=NC2=C1C=CC=C2)CN(CC2=CC=CC=C2)C2CCC2 N-((1H-benzo[d][1,2,3]triazol-1-yl)methyl)-N-benzyl-cyclobutylamine